FC1=C2C=CNC2=CC(=C1OC=1C=CC(=C(C1)C1=NC(=NO1)C(C)C=1C(=C(C=CC1)CCC(=O)O)F)F)F 3-(3-(1-(5-(5-((4,6-difluoro-1H-indol-5-yl)oxy)-2-fluorophenyl)-1,2,4-oxadiazol-3-yl)ethyl)-2-fluorophenyl)propanoic acid